C(C=C)N1C(C(=CC=C1)C=O)=O 1-allyl-2-oxo-1,2-dihydropyridine-3-carbaldehyde